5-(1,3-benzodioxol-5-yl)thiazol-2-amine O1COC2=C1C=CC(=C2)C2=CN=C(S2)N